C1(=CC=C(C=C1)SC1=CC=C(C=C1)[S+](C1=CC=C(C=C1)C1=CC=CC=C1)C1=CC=C(C=C1)C1=CC=CC=C1)C 4-(p-tolylthio)phenylbis(p-phenylphenyl)sulfonium